F[P-](F)(F)(F)(F)F.C(CCCCC)N1C(=[N+](C=C1)C)C 1-hexyl-2,3-dimethylimidazolium hexafluorophosphate